1,3,5-tris(N-cyclohexyl-N-(1,2,2,6,6-pentamethyl-piperazine-3-one-4-yl)amino)-s-triazine C1(CCCCC1)N(N1C(C(N(C(C1)(C)C)C)(C)C)=O)N1CN(CN(C1)N(C1CCCCC1)N1C(C(N(C(C1)(C)C)C)(C)C)=O)N(C1CCCCC1)N1C(C(N(C(C1)(C)C)C)(C)C)=O